ethyl (2R)-2-[4-[4-fluoro-2-(tetradecanoylamino)phenyl]-2-oxo-chromen-7-yl]oxypropanoate FC1=CC(=C(C=C1)C1=CC(OC2=CC(=CC=C12)O[C@@H](C(=O)OCC)C)=O)NC(CCCCCCCCCCCCC)=O